2-(3,4-dichlorophenyl)-1-ethyl-6-[(5-methoxy-1,2,4-triazol-1-yl)methyl]-4-oxo-pyridine-3-carboxylic acid ClC=1C=C(C=CC1Cl)C=1N(C(=CC(C1C(=O)O)=O)CN1N=CN=C1OC)CC